(3-amino-6-cyclobutyl-1H-pyrazolo[3,4-b]pyridin-1-yl)(o-tolyl)methanone NC1=NN(C2=NC(=CC=C21)C2CCC2)C(=O)C2=C(C=CC=C2)C